N-[2-(3-cyanophenyl)-1-(6-methoxy-1,3-benzothiazol-2-yl)ethyl]-2-oxo-1,3-dihydrobenzimidazole-5-sulfonamide C(#N)C=1C=C(C=CC1)CC(C=1SC2=C(N1)C=CC(=C2)OC)NS(=O)(=O)C2=CC1=C(NC(N1)=O)C=C2